O=C1NC(CCC1N1C(C2=CC=C(C(=C2C1=O)C)F)=O)=O 2-(2,6-dioxopiperidin-3-yl)-5-fluoro-4-methylisoindole-1,3-dione